2-(3-aminopyrrolidin-1-yl)-N-cyclopentyl-6-(4-(2-fluoro-6-methoxyphenyl)-1-oxo-1,3-dihydro-2H-pyrrolo[3,4-c]pyridin-2-yl)nicotinamide NC1CN(CC1)C1=C(C(=O)NC2CCCC2)C=CC(=N1)N1CC=2C(=NC=CC2C1=O)C1=C(C=CC=C1OC)F